(R)-1-(4'H,6'H-spiro[cyclopropane-1,7'-thieno[3,2-c]pyran]-4'-yl)-N-methyl-methylamine benzenesulfonate C1(=CC=CC=C1)S(=O)(=O)O.S1C=CC=2[C@@H](OCC3(C21)CC3)CNC